C(C)C=1N=C2N(C=C(C=C2)N2CCN(CC2)C(CCCO)=O)C1N(C)C=1SC=C(N1)C1=CC=C(C=C1)F 1-(4-(2-ethyl-3-((4-(4-fluorophenyl)thiazol-2-yl)(methyl)amino)imidazo[1,2-a]pyridin-6-yl)piperazin-1-yl)-4-hydroxybutan-1-one